COC1=C(C=CC=C1)C1=NC(=NO1)C1=CC2=C(N(N=N2)CC(C)(O)C)C=C1 1-(5-(5-(2-methoxy-phenyl)-1,2,4-oxadiazol-3-yl)-1H-benzo[d][1,2,3]triazol-1-yl)-2-methyl-propan-2-ol